C(CCCCC)[N+]1=CC2=CC=CC=C2C=C1 N-hexylisoquinolinium